(3-{[(2-methoxyphenyl)methyl]carbamoyl}-4-methylpiperazin-1-yl)-N-methyl-1H-indazole-3-carboxamide COC1=C(C=CC=C1)CNC(=O)C1CN(CCN1C)N1N=C(C2=CC=CC=C12)C(=O)NC